(R)-N-(3-(5-(((1-acetylpiperidin-4-yl)amino)methyl)-3'-chloro-6-methoxy-[2,4'-bipyridin]-2'-yl)-2-methylphenyl)-4-methoxy-5-((((5-oxopyrrolidin-2-yl)methyl)amino)methyl)picolinamide C(C)(=O)N1CCC(CC1)NCC=1C=CC(=NC1OC)C1=C(C(=NC=C1)C=1C(=C(C=CC1)NC(C1=NC=C(C(=C1)OC)CNC[C@@H]1NC(CC1)=O)=O)C)Cl